N-(cis-2-(biphenyl-3-ylmethyl)-1-propionylpiperidin-3-yl)methanesulfonamide C1(=CC(=CC=C1)C[C@@H]1N(CCC[C@@H]1NS(=O)(=O)C)C(CC)=O)C1=CC=CC=C1